FC(C(=O)O)(F)F.FC=1C=2N(C=C(C1OC(C)C)C(=O)NC1=NC(=CC=C1)C(F)(F)F)C=C(N2)C21COC(C2)(C1)C 8-fluoro-7-isopropoxy-2-(1-methyl-2-oxabicyclo[2.1.1]hexan-4-yl)-N-(6-(trifluoromethyl)pyridin-2-yl)imidazo[1,2-a]pyridine-6-carboxamide trifluoroacetate